ethyl-acetimidamide hydrochloride salt Cl.C(C)CC(N)=N